2-[(3S)-3-[tert-butyl(dimethyl)silyl]oxy-2-oxo-pyrrolidin-1-yl]ethyl methanesulfonate CS(=O)(=O)OCCN1C([C@H](CC1)O[Si](C)(C)C(C)(C)C)=O